N1C=C(C2=CC=CC=C12)CCC1N(CCC2=CC(=C(C=C12)OCCOC)OCCOC)CC1CCOCC1 1-(2-(1H-indol-3-yl)ethyl)-6,7-di(2-methoxyethoxy)-2-((tetrahydro-2H-pyran-4-yl)methyl)-1,2,3,4-tetrahydroisoquinoline